C(C1CO1)OCCC[Si](OC)(OC)OC (3-glycidoxypropyl)tri-methoxysilane